OC=1C=C(C=CC1O)CC[N-]CCC1=CC(=C(C=C1)O)O bis(2-(3,4-dihydroxyphenyl)-ethyl)amid